O=C1NC(CCC1NC1=CC(=C(C=C1)N1CCC(CC1)C=O)F)=O 1-(4-((2,6-Dioxopiperidin-3-yl)amino)-2-fluorophenyl)piperidine-4-carbaldehyde